S(=O)(=O)(O)O.[N+](=[N-])=NS(=O)(=O)N1C=NC=C1 N-diazoimidazole-1-sulfonamide hydrogen sulfate